C[C@H]1N(C[C@@H](N(C1)C=1C2=C(N=CN1)N(C=C2C2=CC=CC=C2)C=2C=NC=CC2)C)C(=O)OC(C)(C)C tert-butyl (2R,5S)-2,5-dimethyl-4-(5-phenyl-7-(pyridin-3-yl)-7H-pyrrolo[2,3-d]pyrimidin-4-yl)piperazine-1-carboxylate